methyl-1,5-cyclooctadiene CC1=CCCC=CCC1